bisphenethylammonium C(CC1=CC=CC=C1)[NH2+]CCC1=CC=CC=C1